4-ethyl-1,4-dihydro-5H-pyrrolo[3,2-b]pyridin-5-one C(C)N1C2=C(C=CC1=O)NC=C2